NC=1C=2N(C(=CN1)CN1C[C@H](CCC1)N)C(=NC2C2=CC=C(C1=CC=CC=C21)NC(NC2=CC(=CC=C2)C(F)(F)F)=O)C 3-[4-(8-amino-5-{[(3S)-3-aminopiperidin-1-yl]methyl}-3-methylimidazo[1,5-a]pyrazin-1-yl)naphthalen-1-yl]-1-[3-(trifluoromethyl)phenyl]urea